BrC=1C=CC(=C(C1)CC(=O)OC)S(NCC1=CC=C(C=C1)OC)(=O)=O methyl 2-(5-bromo-2-[[(4-methoxyphenyl)methyl] sulfamoyl]phenyl)acetate